(3S,10R)-7-((3S,5R)-4-acryloyl-3,5-dimethylpiperazin-1-yl)-10-(2,4-difluorophenyl)-3-((methoxymethoxy)methyl)-9-(trifluoromethyl)-2,3-dihydro-5H-[1,4]thiazino[2,3,4-ij]quinazolin-5-one C(C=C)(=O)N1[C@H](CN(C[C@H]1C)C1=NC(N2C3=C(C(=C(C=C13)C(F)(F)F)C1=C(C=C(C=C1)F)F)SC[C@@H]2COCOC)=O)C